ClC(C1=NC(=NO1)C=1C=CC(=NC1)CP(OCC)(=O)NC1=C(C=CC=C1)C)(F)F ethyl P-((5-(5-(chlorodifluoromethyl)-1,2,4-oxadiazol-3-yl)pyridin-2-yl)methyl)-N-(o-tolyl)phosphonamidate